4-{2-methyl-3-oxo-[1,2,4]triazolo[4,3-a]pyridin-7-yl}-N'-(pyridin-2-yl)-2,3-dihydro-1,4-benzoxazine-7-carbohydrazide CN1N=C2N(C=CC(=C2)N2CCOC3=C2C=CC(=C3)C(=O)NNC3=NC=CC=C3)C1=O